Cl[Sb-](Cl)(Cl)(Cl)(Cl)Cl.BrC1=CC=C(C=C1)[Al](C1=CC=C(C=C1)Br)C1=CC=C(C=C1)Br tris(4-bromophenyl)aluminum hexachloroantimonate